(S)-2-(4-fluorophenyl)-2-(methylamino)cyclohexan-1-one FC1=CC=C(C=C1)[C@@]1(C(CCCC1)=O)NC